(7S)-11-chloro-9-(2,6-difluorophenyl)-7-methyl-12-(trifluoromethyl)-2,3,5,8,13-pentazatricyclo[8.4.0.02,6]tetradeca-1(10),3,5,8,11,13-hexa-en-4-amine ClC=1C=2C(=N[C@H](C3=NC(=NN3C2C=NC1C(F)(F)F)N)C)C1=C(C=CC=C1F)F